CN(CN(C)C)C N,N,N',N'-tetramethylmethane-diamine